C(CCCCCCCCCCCCCCCCCCC)(=O)OCCCCCCCC\C=C\CCCCCCCC elaidyl arachidate